4-(4-oxo-4-(4-(5-(trifluoromethyl)pyrimidin-2-yl)-1,4-diazepan-1-yl)butyl)phthalazin-1(2H)-one O=C(CCCC1=NNC(C2=CC=CC=C12)=O)N1CCN(CCC1)C1=NC=C(C=N1)C(F)(F)F